ClC=1C(=C(OC2CCC(CC2)NC(=O)C2=CC=C(N=N2)N2CCC(CC2)C(=O)O)C=CC1C#N)C 1-(6-(((1r,4r)-4-(3-chloro-4-cyano-2-methylphenoxy)cyclohexyl)carbamoyl)-pyridazin-3-yl)piperidine-4-carboxylic acid